Oxamat C(C(=O)N)(=O)[O-]